(5-phenyl-1,2,4-oxadiazol-3-yl)(p-tolyl)methanone C1(=CC=CC=C1)C1=NC(=NO1)C(=O)C1=CC=C(C=C1)C